2-(methylamino)-1-(3-methylphenyl)-1-propanone, monohydrochloride Cl.CNC(C(=O)C1=CC(=CC=C1)C)C